(R)-3-((5-oxopentyl)oxy)pyrrolidine-1-carboxylic acid tert-butyl ester C(C)(C)(C)OC(=O)N1C[C@@H](CC1)OCCCCC=O